N1C=C(C2=CC=CC=C12)S(=O)(=O)N 1H-indole-3-sulfonamide